C(C)(C)(C)OC(=O)NS(=O)(=O)N[C@@H]1CCCOC1 (2S,5R)-5-((N-(tert-butoxycarbonyl)sulfamoyl)amino)tetrahydro-2H-pyran